C1=CC=C2C=CC=C3C2=C1C1=NC2=CC(=C(C=C2N=C13)C#N)C#N acenaphtho[1,2-b]quinoxaline-9,10-dicarbonitrile